N[C@H]1C2N(CC1CC2)C(=O)C2=CC1=C(N(C(=N1)C1=CC=3C(=NC(=CC3)C3=CC(=C(C=C3)O)CC)N1CC1CC1)C)C(=C2)OC 4-(2-{5-[(7R)-7-amino-2-azabicyclo[2.2.1]heptane-2-carbonyl]-7-methoxy-1-methyl-1H-1,3-benzodiazol-2-yl}-1-(cyclopropylmethyl)-1H-pyrrolo[2,3-b]pyridin-6-yl)-2-ethylphenol